O[C@@]1(CC[C@@H]2[C@H]3CC[C@@]4([C@H](CC[C@H]4[C@@H]3CC[C@@H]2C1)SCN1N=CC(=C1)C#N)C)C 1-((((3R,5R,8R,9R,10S,13S,14S,17S)-3-Hydroxy-3,13-dimethylhexadecahydro-1H-cyclopenta[a]phenanthren-17-yl)thio)methyl)-1H-pyrazole-4-carbonitrile